(S)-N-(5-(2-(1-isobutylpiperidin-2-yl)acetamido)-2-methylpyridin-3-yl)-6-(1-methyl-1H-pyrazol-4-yl)pyrazolo[1,5-a]pyrazine-3-carboxamide C(C(C)C)N1[C@@H](CCCC1)CC(=O)NC=1C=C(C(=NC1)C)NC(=O)C=1C=NN2C1C=NC(=C2)C=2C=NN(C2)C